5-[[5-[4-[(2,6-difluorophenyl)methyl]-5-oxo-1,2,4-triazol-1-yl]-3-fluoro-2-pyridinyl]oxy]-4-methyl-thiazole-2-carboxylic acid methyl ester COC(=O)C=1SC(=C(N1)C)OC1=NC=C(C=C1F)N1N=CN(C1=O)CC1=C(C=CC=C1F)F